C1CCC12CCN(CC2)C2=NC(=CC=C2C(=O)NS(=O)(=O)C2=CC=NN2)C2=CC(=CC(=C2)OCC(C)C)F 2-(7-Azaspiro[3.5]nonan-7-yl)-6-(3-fluoro-5-isobutoxyphenyl)-N-(1H-pyrazol-5-ylsulfonyl)pyridin-3-carboxamid